CC(CCCCCCC1C(=O)OC(C1)=O)CCCCCCCCCC 7-methylheptadecanyl-succinic anhydride